4-Chloro-2-fluoro-iodobenzene C1=CC(=C(C=C1Cl)F)I